ClC1=CC=C(C=2C=CSC21)C=2C=NN(C2)C2OCCOC2 4-(7-chloro-1-benzothien-4-yl)-1-(dioxan-2-yl)pyrazole